[Na+].C(CCCCCCCCCCCCCCCCCCC(=O)[NH-])CCCCCCCCCCCCCCCCCC(=O)[NH-].[Na+] ethylenebisstearamide, sodium salt